NC1=NC=C(C=C1O[C@H](C)C=1C=C(C=CC1)NC(C1=CC(=C(C=C1)Cl)C)=O)Cl (R)-N-(3-(1-((2-amino-5-chloropyridin-3-yl)oxy)ethyl)phenyl)-4-chloro-3-methylbenzamide